C(C)OC(=O)C1=NN(C=2C(N(CCC21)C2=C(C=C1CCN(CC1=C2)CCO)F)=O)C2=CC(=CC=C2)Cl 1-(3-Chlorophenyl)-6-[6-fluoro-2-(2-hydroxyethyl)-3,4-dihydro-1H-isoquinolin-7-yl]-7-oxo-4,5-dihydropyrazolo[3,4-c]pyridine-3-carboxylic acid ethyl ester